4-fluoro-3-methylisoindolin-1-one FC1=C2C(NC(C2=CC=C1)=O)C